C1(=C(C(=CC(=C1)C)C)S(=O)(=O)[O-])C.N[N+]1=C(C(=NC(=C1)C1=CC=C(C=C1)Cl)C=1C=NN(C1)C)N 1,2-diamino-3-(1-methyl-1H-pyrazol-4-yl)-5-(4-chlorophenyl)pyrazin-1-ium mesitylenesulfonate